1,2-bis(2-ethylphenyl)disulfane C(C)C1=C(C=CC=C1)SSC1=C(C=CC=C1)CC